C(#N)C1=C(C=C(C=C1)N1N=C(C=C1)CNC(=O)NC1=CC=C(C=C1)F)C(F)(F)F 1-((1-(4-cyano-3-trifluoromethylphenyl)-1H-pyrazol-3-yl)methyl)-3-(4-fluorophenyl)urea